2-(2,5-dimethyl-1H-pyrrole-1-yl)ethane-1-sulfonyl chloride CC=1N(C(=CC1)C)CCS(=O)(=O)Cl